2,2'-azobis[2,4-dimethylpentanenitrile] N(=NC(C#N)(CC(C)C)C)C(C#N)(CC(C)C)C